(3-{[2-(4-chlorophenyl)imidazo[1,2-a]pyridin-3-yl]methyl}-8-oxa-3,10-diazabicyclo[4.3.1]dec-10-yl)(2-fluorophenyl)methanone ClC1=CC=C(C=C1)C=1N=C2N(C=CC=C2)C1CN1CC2COCC(CC1)N2C(=O)C2=C(C=CC=C2)F